5-(1-(4-Methoxybenzyl)-1H-1,2,3-triazol-4-yl)-6'-(((1S,3S)-3-((5-methylpyrazin-2-yl)amino)cyclopentyl)amino)-2H-[1,3'-bipyridin]-2-one COC1=CC=C(CN2N=NC(=C2)C=2C=CC(N(C2)C=2C=NC(=CC2)N[C@@H]2C[C@H](CC2)NC2=NC=C(N=C2)C)=O)C=C1